FC=1C(=C(C=CC1)C=1C=C2C(=NN1)N(C[C@@]1(N2C[C@@H](C1)O)CF)C(=O)OC(C)(C)C)OC tert-butyl (6aR,8R)-2-(3-fluoro-2-methoxyphenyl)-6a-(fluoromethyl)-8-hydroxy-6a,7,8,9-tetrahydropyrrolo[1',2':4,5]pyrazino[2,3-c]pyridazine-5(6H)-carboxylate